2-naphthylphenyl disulfide C1=C(C=CC2=CC=CC=C12)SSC1=CC=CC=C1